1-{2-[(3S)-3,4-dimethylpiperazin-1-yl]-5-fluoropyrimidin-4-yl}-N-(2-{imidazo[1,2-a]pyridin-3-yl}propan-2-yl)azetidine-3-carboxamide C[C@H]1CN(CCN1C)C1=NC=C(C(=N1)N1CC(C1)C(=O)NC(C)(C)C1=CN=C2N1C=CC=C2)F